COC1=CC=C(C=C1)CC(=O)C1=CN(C2=CC=CC=C12)CCCCC 2-(4-methoxyphenyl)-1-(1-pentyl-1H-indol-3-yl)-ethanone